lithium 3-(difluoromethyl)-5-((3-(2,2,2-trifluoroethoxy)pyridin-2-yl)oxy)pyrazolo[1,5-a]pyridine-2-carboxylate FC(C=1C(=NN2C1C=C(C=C2)OC2=NC=CC=C2OCC(F)(F)F)C(=O)[O-])F.[Li+]